3-(hexylcarbamoyl)-4-octanoylpiperazine-1-carboxylate C(CCCCC)NC(=O)C1CN(CCN1C(CCCCCCC)=O)C(=O)[O-]